N-(1-(4-fluorocyclohexyl)-2-((4-((S)-2-methoxy-1-((S)-2-oxo-4-(trifluoromethyl)imidazolidin-1-yl)ethyl)pyridin-2-yl)amino)-2-oxoethyl)-1-isopropyl-1H-pyrazole-5-carboxamide FC1CCC(CC1)C(C(=O)NC1=NC=CC(=C1)[C@@H](COC)N1C(N[C@@H](C1)C(F)(F)F)=O)NC(=O)C1=CC=NN1C(C)C